6-bromo-1,3-dihydro-2H-indol-2-one BrC1=CC=C2CC(NC2=C1)=O